N-(furan-2-ylmethyl)acetamide O1C(=CC=C1)CNC(C)=O